dimethyl-3,3'-dithiodipropionamide CC(C(=O)N)(CSSCCC(=O)N)C